1'-(6-amino-5-((2-amino-3-chloropyridin-4-yl)thio)-3-fluoropyrazine-2-yl)-1,3-dihydrospiro[indene-2,4'-piperidine]-1-amine NC1=C(N=C(C(=N1)N1CCC2(CC1)C(C1=CC=CC=C1C2)N)F)SC2=C(C(=NC=C2)N)Cl